3-(6,6-dimethylbicyclo[3.1.1]hept-2-en-2-yl)-2,2-dimethylpropanal CC1(C2CC=C(C1C2)CC(C=O)(C)C)C